tert-butyl 6-(7-carbamoyl-5-fluoro-2-methyl-1H-indol-4-yl)octahydro-1H-pyrrolo[2,3-c]pyridine-1-carboxylate C(N)(=O)C=1C=C(C(=C2C=C(NC12)C)N1CC2C(CC1)CCN2C(=O)OC(C)(C)C)F